O[C@@H](CON1CCC(CC1)C)CN1CCCCC1 (R)-N-(2-hydroxy-3-(piperidin-1-yl)propoxy)-4-methylpiperidine